C(#N)C=1C=C(C=CC1)C=1C(=NC2=CC=CC=C2N1)N1C[C@H](CC1)NC(C(C)C)=O N-[(3S)-1-[3-(3-cyanophenyl)quinoxalin-2-yl]pyrrolidin-3-yl]-2-methyl-propanamide